N-[4-[3-(1H-indazol-5-ylamino)indazol-1-yl]pyrimidin-2-yl]-1-methyl-pyrazole-4-carboxamide N1N=CC2=CC(=CC=C12)NC1=NN(C2=CC=CC=C12)C1=NC(=NC=C1)NC(=O)C=1C=NN(C1)C